C(C)(C)(C)OC(=O)N1CCCC=C1C1=CC=C2C(=N1)N(C(=C2)C=2N=C1N(C(=CC(=C1)C(=O)OC)OC)C2C)CC2CC2 methyl 2-[6-(1-tert-butoxycarbonyl-3,4-dihydro-2H-pyridin-6-yl)-1-(cyclopropylmethyl)pyrrolo[2,3-b]pyridin-2-yl]-5-methoxy-3-methyl-imidazo[1,2-a]pyridine-7-carboxylate